CC1=C(C(=O)NC(C)C2=CC=CC3=CC=CC=C23)C=C(C=C1)NS(=O)(=O)C 2-Methyl-5-(methylsulfonamido)-N-(1-(naphthalen-1-yl)ethyl)benzamide